1-(2-((tert-butyldiphenylsilyl)oxy)-1-(6-((1R,5S)-2-oxo-3-azabicyclo[3.1.0]hexan-3-yl)pyridin-3-yl)ethyl)-1H-1,2,3-triazole-4-carboxylic acid [Si](C1=CC=CC=C1)(C1=CC=CC=C1)(C(C)(C)C)OCC(C=1C=NC(=CC1)N1C([C@@H]2C[C@@H]2C1)=O)N1N=NC(=C1)C(=O)O